tert-butyl 8-oxooctahydro-2,7-naphthyridine-2(1H)-carboxylate O=C1NCCC2CCN(CC12)C(=O)OC(C)(C)C